C12(CCCC1)C1=C(C(NC2)=O)C=CS1 spiro[6H-thieno[3,2-c]pyridin-7,1'-cyclopentane]-4-one